NC=1C=C(OC2=C(C#N)C=C(C=C2)[N+](=O)[O-])C=CC1F 2-(3-amino-4-fluorophenoxy)-5-nitrobenzonitrile